CN1[C@H](CNC[C@@H]1C)C (2S,6S)-1,2,6-trimethylpiperazine